tert-butyl (1R,5S)-3-(8-fluoro-7-(2-isopropylpyridin-3-yl)-2-((tetrahydro-1H-pyrrolizin-7a(5H)-yl)methoxy)pyrido[4,3-d]pyrimidin-4-yl)-3,8-diazabicyclo[3.2.1]octane-8-carboxylate FC1=C(N=CC2=C1N=C(N=C2N2C[C@H]1CC[C@@H](C2)N1C(=O)OC(C)(C)C)OCC12CCCN2CCC1)C=1C(=NC=CC1)C(C)C